ClC1=C(N=C(S1)Cl)S(=O)O dichloro-1,3-thiazole-4-sulfinic acid